C(C)(=O)OCC12COC(CC1)(CC2)C=2C=NC(=NC2)OC (1-(2-methoxypyrimidin-5-yl)-2-oxabicyclo[2.2.2]octan-4-yl)methyl acetate